C1=C(C=C(C(=C1I)OC2=CC(=C(C(=C2)I)O)I)I)C[C@@H](C(=O)O)N The molecule is the L-enantiomer of thyroxine. It has a role as a thyroid hormone, an antithyroid drug, a human metabolite and a mouse metabolite. It is a thyroxine, an iodophenol, a 2-halophenol, a L-phenylalanine derivative and a non-proteinogenic L-alpha-amino acid. It is a conjugate acid of a L-thyroxine(1-). It is an enantiomer of a D-thyroxine. It is a tautomer of a L-thyroxine zwitterion.